SC1=C(C=C(C=C1)S)S 1,2,4-trimercaptobenzene